Cl.FC=1C=CC(=C(C1)NC(=O)C=1C(N(C2=CC=CC=C2C1O)CC(C)C)=O)N1CCN(CC1)C N-(5-fluoro-2-(4-methylpiperazin-1-yl)phenyl)-4-hydroxy-1-isobutyl-2-oxo-1,2-dihydroquinoline-3-carboxamide hydrochloride